3-amino-N-((6-((1R,5S)-3-methyl-3,8-diazabicyclo[3.2.1]octan-8-yl)pyridin-2-yl)methyl)-6-(3-methylimidazo[1,2-a]pyridin-6-yl)-5-(oxazol-2-yl)pyrazine-2-carboxamide NC=1C(=NC(=C(N1)C=1OC=CN1)C=1C=CC=2N(C1)C(=CN2)C)C(=O)NCC2=NC(=CC=C2)N2[C@H]1CN(C[C@@H]2CC1)C